CN1CCOC2=CC=3N=C4C=CC(C=C4OC3C=C21)=[N+]2CCC2 1-(4-methyl-3,4-dihydro-[1,4]oxazino[2,3-b]phenoxazin-8(2H)-ylidene)azetidin-1-ium